C1(=CC=CC=C1)CCNC=1C=C(C=CC1)CO {3-[(2-phenylethyl)amino]phenyl}methanol